N-(4-acetylphenyl)-7-(3,3,3-trifluoro-2,2-dihydroxypropanamido)heptanamide C(C)(=O)C1=CC=C(C=C1)NC(CCCCCCNC(C(C(F)(F)F)(O)O)=O)=O